BrC=1C(=NC(=NC1C)C)NC1=C(C(=CC=C1C)OC)C 5-Bromo-N-(3-methoxy-2,6-dimethylphenyl)-2,6-dimethylpyrimidin-4-amine